(S)-N-(7-fluorochroman-4-ylidene)-2-methylpropane-2-sulfinamide FC1=CC=C2C(CCOC2=C1)=N[S@@](=O)C(C)(C)C